ClC1=CC=C(CN(C=2SC(=NN2)N)C)C=C1 N2-(4-chlorobenzyl)-N2-methyl-1,3,4-thiadiazole-2,5-diamine